ClC1=CC=C2C(=C1)NC([C@@]21N(C(C=2N=C(N(C21)C(C)C)C=2C=NC(=CC2OC)N(C)C)=O)C2=C(C=CC(=C2)Cl)C)=O (R)-6-chloro-5'-(5-chloro-2-methylphenyl)-2'-(6-(dimethylamino)-4-methoxypyridin-3-yl)-3'-isopropyl-3'H-spiro[dihydroindole-3,4'-pyrrolo[3,4-d]imidazole]-2,6'(5'H)-dione